O.CN1N(C(C(=C1C)N(C)CS(=O)(=O)[O-])=O)C1=CC=CC=C1.[Na+].FC1=CC=C(C=C1)CC1NCC1 2-[(4-fluorophenyl)methyl]azetidine Natrium [(1,5-Dimethyl-3-oxo-2-phenylpyrazol-4-yl)-methylamino]methansulfonat monohydrat